C1(CCCC1)N1[C@@H](C(N(C=2C=NC=NC12)C)=O)CC (7R)-8-cyclopentyl-7-ethyl-5-methyl-6-oxo-7H-pteridin